(R)-N-(8,9-difluoro-6-oxo-1,2,3,4,5,6-hexahydrobenzo[c][1,7]naphthyridin-1-yl)-N-methyl-5-(trifluoromethyl)isoindoline-2-carboxamide FC=1C(=CC2=C(C(NC=3CNC[C@@H](C23)N(C(=O)N2CC3=CC=C(C=C3C2)C(F)(F)F)C)=O)C1)F